2,6-bis(iso-propylamino)-2,4,6,8-tetramethylcyclotetrasiloxane C(C)(C)N[Si]1(O[SiH](O[Si](O[SiH](O1)C)(C)NC(C)C)C)C